C(N)(=O)C=1C=C(C=CC1)CN1C2=C(C3=CC=CC(=C13)C(=O)O)CCCC(C2)CCC2=CC=CC=C2 5-[(3-carbamoylphenyl)methyl]-7-(2-phenylethyl)-5H,6H,7H,8H,9H,10H-cyclohepta[b]indole-4-carboxylic acid